C1(CC1)N1CCN(CC1)C=1C=CC(=NC1)NC1=NC=NC(=C1)NC1=NC=CC=C1S(=O)(=O)C N4-(5-(4-cyclopropylpiperazin-1-yl)pyridin-2-yl)-N6-(3-(methylsulfonyl)pyridin-2-yl)pyrimidine-4,6-diamine